cobaltous thiocyanate [Co](SC#N)SC#N